tert-butyl (trans)-4-(hydroxymethyl)-5-(4-methoxyphenyl)azepane-1-carboxylate OC[C@@H]1CCN(CC[C@H]1C1=CC=C(C=C1)OC)C(=O)OC(C)(C)C